3-fluoroethoxy-1-p-toluenesulfonyl-1H-pyrrole FCCOC1=CN(C=C1)S(=O)(=O)C1=CC=C(C)C=C1